4-[4-(4-fluorophenoxy)phenyl]Piperidine FC1=CC=C(OC2=CC=C(C=C2)C2CCNCC2)C=C1